The molecule is the D-enantiomer of N-acetylgalactosamine. It has a role as a human metabolite, an Escherichia coli metabolite and a mouse metabolite. It is a N-acetyl-D-hexosamine and a N-acetylgalactosamine. CC(=O)N[C@@H]1[C@H]([C@H]([C@H](OC1O)CO)O)O